C(#N)C1CCN(CC1)C=1N=C(C2=C(C=NNC2=O)N1)NC1=CC=C(C=C1)N1CCC2(CC2)CC1 6-(4-((2-(4-Cyanopiperidin-1-yl)-5-oxo-5,6-dihydropyrimido[4,5-d]pyridazin-4-yl)amino)phenyl)-6-azaspiro[2.5]octan